1-(4-(((1r,3r)-3-(3-chloro-4-cyanophenoxy)-2,2,4,4-tetramethylcyclobutyl)carbamoyl)phenyl)piperidine-4-carboxylic acid ClC=1C=C(OC2C(C(C2(C)C)NC(=O)C2=CC=C(C=C2)N2CCC(CC2)C(=O)O)(C)C)C=CC1C#N